(4R,5R)-2-(5-chlorobenzo[d]thiazol-2-yl)-4,5-diphenyl-4,5-dihydro-oxazole ClC=1C=CC2=C(N=C(S2)C=2O[C@@H]([C@H](N2)C2=CC=CC=C2)C2=CC=CC=C2)C1